ClC1=C(CSC2=NN=C3N2C(=CC(N3)=O)C)C(=CC=C1)F 3-[(2-chloro-6-fluorobenzyl)sulfanyl]-5-methyl-[1,2,4]triazolo[4,3-a]pyrimidin-7(8H)-one